tert-butyl (S)-2-acetyl-2-methylpyrrolidine-1-carboxylate C(C)(=O)[C@]1(N(CCC1)C(=O)OC(C)(C)C)C